(1S,3S,4S)-2-((3-chlorophenyl)-L-leucyl)-N-((S)-1-cyano-2-((S)-2-oxopyrrolidin-3-yl)ethyl)-5,5-difluoro-2-azabicyclo[2.2.2]octane-3-carboxamide ClC=1C=C(C=CC1)N[C@@H](CC(C)C)C(=O)N1[C@@H]2CC([C@H]([C@H]1C(=O)N[C@@H](C[C@H]1C(NCC1)=O)C#N)CC2)(F)F